1,3-divinyloxynaphthalene C(=C)OC1=CC(=CC2=CC=CC=C12)OC=C